(2R,3R,4S,5R)-2-(2-chloroacetoxy)-6-(dodecylthio)-6-oxohexane-1,3,4,5-tetrayl tetrabenzoate C(C1=CC=CC=C1)(=O)OC[C@H]([C@H]([C@@H]([C@H](C(=O)SCCCCCCCCCCCC)OC(C1=CC=CC=C1)=O)OC(C1=CC=CC=C1)=O)OC(C1=CC=CC=C1)=O)OC(CCl)=O